The molecule is a glycoside consisting of a linear hexasaccharide of N-formyl-alpha-D-perosamine residues linked (1->2) throughout, and linked at the reducing end glycosidically to a 5-(methoxycarbonyl)pentyl group used to facilitate conjugation to proteins. It is a glycoside, a methyl ester and a hexasaccharide derivative. C[C@@H]1[C@H]([C@@H]([C@@H]([C@H](O1)O[C@H]2[C@H]([C@@H]([C@H](O[C@@H]2O[C@H]3[C@H]([C@@H]([C@H](O[C@@H]3O[C@H]4[C@H]([C@@H]([C@H](O[C@@H]4O[C@H]5[C@H]([C@@H]([C@H](O[C@@H]5O[C@H]6[C@H]([C@@H]([C@H](O[C@@H]6OCCCCCC(=O)OC)C)NC=O)O)C)NC=O)O)C)NC=O)O)C)NC=O)O)C)NC=O)O)O)O)NC=O